hydroxyspiro[cyclopentane-1,3'-indoline]-2'-one ON1C(C2(C3=CC=CC=C13)CCCC2)=O